C(C1=CC=CC=C1)NC[Si](C)(C)C N-benzyl-1-(trimethylsilyl)methanamine